C(C1=CC=CC=C1)OC1=CC=C(C=C1)C(C(=O)OC)C methyl 2-(4-(benzyloxy)phenyl)propanoate